BrC1=C(C=C(S1)C1=CC=C(C2=NSN=C21)C=2SC(=C(C2)CCCCCC)Br)CCCCCC 4,7-bis(5-bromo-4-hexyl-2-thienyl)-2,1,3-benzothiadiazole